(R)-1-(2,2-difluoroethyl)-3-((7-(1-(pyrrolidin-3-yl)-6-(trifluoromethyl)-1,2,3,4-tetrahydroquinolin-8-yl)thieno[3,2-b]pyridin-2-yl)methyl)pyrimidine-2,4(1H,3H)-dione FC(CN1C(N(C(C=C1)=O)CC1=CC2=NC=CC(=C2S1)C=1C=C(C=C2CCCN(C12)[C@H]1CNCC1)C(F)(F)F)=O)F